C(C)(C)(C)C1=C(C(=C(C(=C1)C)B1OC(C(O1)(C)C)(C)C)F)C 2-(4-tert-butyl-2-fluoro-3,6-dimethyl-phenyl)-4,4,5,5-tetramethyl-1,3,2-dioxaborolane